tert-Butyl (4-(2,2,3,3,3-pentafluoropropanamido)butyl)carbamate FC(C(=O)NCCCCNC(OC(C)(C)C)=O)(C(F)(F)F)F